(S)-3-amino-3-(5-benzylthiophen-2-yl)propionic acid ethyl ester C(C)OC(C[C@@H](C=1SC(=CC1)CC1=CC=CC=C1)N)=O